N-n-octyl-N-ethyl-pyrrolidinium C(CCCCCCC)[N+]1(CCCC1)CC